N-((1S,2R,4S)-7-cyano-7-azabicyclo[2.2.1]heptan-2-yl)-1-(3,5-dichlorophenyl)-4-azepanecarboxamide C(#N)N1[C@@H]2[C@@H](C[C@@H]1CC2)NC(=O)C2CCN(CCC2)C2=CC(=CC(=C2)Cl)Cl